OC1=C(C=CC(=C1O)O)C(C)(C)C1=CC(=C(C(=C1)C)O)C 2-(2,3,4-trihydroxyphenyl)-2-(4'-hydroxy-3',5'-dimethylphenyl)propane